NOCC(=O)N 2-(aminooxy)acetamide